CC1=CC=C(C=C1)S(=O)(=O)O.N[C@@H](CCSC)C(=O)O L-methionine p-toluenesulfonate